C1(CC1)C1=NC=C(C=N1)C1=CC=C2C(C(COC2=C1)(C)C)NC(O[C@@H]1CN2CCC1CC2)=O (S)-quinuclidin-3-yl (7-(2-cyclopropylpyrimidin-5-yl)-3,3-dimethylchroman-4-yl)carbamate